N1C=C(C2=CC=CC=C12)CCNC=O N-(2-(1H-indol-3-yl)ethyl)formamide